COC1=CC=C(C=C1)C(OCCCO)(C1=CC=CC=C1)C1=CC=C(C=C1)OC 3-[bis(4-methoxyphenyl)-phenyl-methoxy]propan-1-ol